ClC1=NC(=C2N=CN(C2=N1)CC(C1=NC=CC=C1)=O)N1N=CC=C1 1-(2-chloro-9-(2-oxo-2-(pyridin-2-yl)ethyl)-9H-purin-6-yl)-1H-pyrazole